FC1=CC=C(C(=O)N2C(C=3N(CC2)C(=NC3C(=O)N(C)C)C3=NC(=NS3)C)C)C=C1 7-(4-fluorobenzoyl)-N,N,8-trimethyl-3-(3-methyl-1,2,4-thiadiazol-5-yl)-5,6,7,8-tetrahydroimidazo[1,5-a]pyrazine-1-carboxamide